cyclobutylidene(9-fluorenyl)(cyclopentadienyl)dimethylzirconium C1(CCC1)=C[Zr](C)(C1C=CC=C1)C1C2=CC=CC=C2C=2C=CC=CC12